BrC=1C=NN2C1C=CC(=C2)C(C#N)(C([2H])([2H])[2H])C([2H])([2H])[2H] 2-(3-bromopyrazolo[1,5-a]pyridin-6-yl)-3,3,3-trideuterio-2-(trideuteriomethyl)propanenitrile